NC=1C=C(C#N)C=CC1C#CC1=NC=CC=C1 3-amino-4-(pyridin-2-ylethynyl)benzonitrile